(2-chloro-4-methyl-phenyl)methanol ClC1=C(C=CC(=C1)C)CO